[Ce+3].C1C=CC=C1.[CH-]1C=CC=C1.[Fe+2] ferrocenium cerium